CC1=C(C=CC(=C1)Cl)C=1NC=C(N1)C1=CC=CC=C1 2-(2-Methyl-4-chlorophenyl)-4-phenylimidazole